NCCCCCCCCCCCCCC(=O)O 14-amino-tetradecanoic acid